CC(C)NC(OC=1N=C(SC1)C1=CC=C(C=C1)F)=O (S)-2-(2-(4-fluorophenyl) thiazol-4-yl) propane-2-ylcarbamate